NCCN(CCN)CCC[Si](OC)(OC)OC N-(2-aminoethyl)-N-[3-(trimethoxysilyl)propyl]ethylenediamine